C(CCCCCCCCCCC)SC(=S)S (dodecylmercaptothiocarbonyl) hydrosulfide